5-(2,5-dimethyl-1,2,3,4-tetrahydroisoquinolin-7-yl)-3-((3-fluoropyridin-4-yl)methoxy)pyrazin-2-amine CN1CC2=CC(=CC(=C2CC1)C)C=1N=C(C(=NC1)N)OCC1=C(C=NC=C1)F